3,3'-dithio-dipropionate C(CCSSCCC(=O)[O-])(=O)[O-]